C(C=C)(=O)NC1CCC(CC1)NC(=O)C=1SC=2N=CC=C3N(C(NC1C23)=O)C2=CC=C(C=C2)OC2=CC=CC=C2 N-((1S,4S)-4-Acrylamidocyclohexyl)-4-oxo-5-(4-phenoxyphenyl)-4,5-dihydro-3H-1-thia-3,5,8-triazaacenaphthylene-2-carboxamide